Cl.ClC=1C=CC(=C(CC2(CCC(CC2)N)N)C1)OCCOC (5-chloro-2-(2-methoxyethoxy)benzyl)cyclohexane-1,4-diamine hydrochloride